C1(=CC=CC=C1)C=1NC(=CC1)C1=CC=CC=C1 2,5-diphenyl-pyrrole